BIS(1,1,1,2,2,3,3,4,4,5,5,6,6,12,12,13,13,14,14,15,15,16,16,17,17,17-HEXACOSAFLUOROHEPTADECAN-9-YL) 7-(N-(3-(DIMETHYLAMINO)PROPYL)OCTANAMIDO)TRIDECANEDIOATE CN(CCCN(C(CCCCCCC)=O)C(CCCCCC(=O)OC(CCC(C(C(C(C(C(F)(F)F)(F)F)(F)F)(F)F)(F)F)(F)F)CCC(C(C(C(C(C(F)(F)F)(F)F)(F)F)(F)F)(F)F)(F)F)CCCCCC(=O)OC(CCC(C(C(C(C(C(F)(F)F)(F)F)(F)F)(F)F)(F)F)(F)F)CCC(C(C(C(C(C(F)(F)F)(F)F)(F)F)(F)F)(F)F)(F)F)C